1-(benzyloxy)-2-chloro-4-nitrobenzene C(C1=CC=CC=C1)OC1=C(C=C(C=C1)[N+](=O)[O-])Cl